C(C)(C)(C)OC(=O)N[C@H](C(=O)N1[C@@H]([C@H]2C([C@H]2C1)(C)C)C(=O)OC)CC1=NC=CC=C1 methyl (1R,2S,5S)-3-[(2S)-2-(tert-butoxycarbonylamino)-3-(2-pyridyl)propanoyl]-6,6-dimethyl-3-azabicyclo[3.1.0]hexane-2-carboxylate